BrC=1C(=C(OCCC2CCNCC2)C=CC1)C 4-[2-(3-bromo-2-methyl-phenoxy)ethyl]piperidine